FC=1C=C(C=CC1CSC1=CC=C(C=C1)SC(F)(F)F)NC(N)=O 3-(3-fluoro-4-(((4-((trifluoromethyl)thio)phenyl)thio)methyl)phenyl)urea